(4-(ethylsulfonyl)phenyl)acetic acid C(C)S(=O)(=O)C1=CC=C(C=C1)CC(=O)O